N[C@H](C(=O)O)CC1=CC=C(C=C1)OCCN(C)C (S)-2-Amino-3-[4-[2-(dimethylamino)ethoxy]phenyl]propanoic acid